NC1=CC=C(N=N1)C1CCN(CC1)C(=O)C1=CC=C(C=C1)C1=CC(=CC=C1)F [4-(6-Amino-pyridazin-3-yl)-piperidin-1-yl]-(3'-fluoro-biphenyl-4-yl)-methanone